6-bromo-1H-benzo[de]isoquinoline-1,3(2H)-dione BrC=1C=CC=2C(NC(C3=CC=CC1C23)=O)=O